Psicofuranose OCC1(O)[C@H](O)[C@H](O)[C@H](O1)CO